3-[(3R)-3-[[(benzyloxy)carbonyl]amino]-5-fluoro-3,4-dihydro-2H-1-benzopyran-7-yl]-3,8-diazabicyclo[3.2.1]octane-8-carboxylic acid tert-butyl ester C(C)(C)(C)OC(=O)N1C2CN(CC1CC2)C2=CC1=C(C[C@H](CO1)NC(=O)OCC1=CC=CC=C1)C(=C2)F